F[C@H]1[C@H](C1)C(=O)NC=1N=CC2=CC(=C3C(=C2C1)NC=N3)C=3C=NC(=CC3C)[C@@H](CC)O (1R,2R)-2-fluoro-N-(4-(6-((R)-1-hydroxypropyl)-4-methylpyridin-3-yl)-1H-imidazo[4,5-f]isoquinolin-8-yl)cyclopropane-1-carboxamide